O1C(OCC1)C1CCN(CC1)NC1=CC=CC=C1 [4-(1,3-Dioxolan-2-yl)piperidin-1-yl]aniline